(S)-(+)-2-octanol CCCCCC[C@H](C)O